2-chloro-7-(5-(dimethylamino)-5,6,7,8-tetrahydronaphthalen-2-yl)-N,N-dimethyl-7H-pyrrolo[2,3-d]pyrimidine-6-carboxamide ClC=1N=CC2=C(N1)N(C(=C2)C(=O)N(C)C)C2=CC=1CCCC(C1C=C2)N(C)C